5-bromo-2-methylsulfanyl-1H-pyrimidin-6-one BrC1=CN=C(NC1=O)SC